C1(CC1)S(=O)(=O)NC=1SC=C(N1)C(C(=O)NC1=C(C=C(C=C1)C1=NC(=CN=C1)OC)F)CC 2-(2-(cyclopropanesulfonamido)thiazol-4-yl)-N-(2-fluoro-4-(6-methoxypyrazin-2-yl)phenyl)butanamide